C1(CCCCC1)NC(=O)NC1=NC2=C(N1)C=CC(=C2)C2=C(C=CC(=C2)CC2=NNC(C1=CC=CC=C21)=O)F 1-Cyclohexyl-3-(5-(2-fluoro-5-((4-oxo-3,4-dihydrophthalazin-1-yl)methyl)phenyl)-1H-benzoimidazol-2-yl)urea